C(C1=CC=CC=C1)N1N=CC(=C1)C=1C2=C(C(=NC1)OC)N=C(S2)[NH-] [7-(1-benzyl-1H-pyrazol-4-yl)-4-methoxy-thiazolo[4,5-c]pyridin-2-yl]-amid